CC1(NC2=C(NC1=O)N=CC=C2)C 2,2-dimethyl-1,4-dihydropyrido[2,3-b]pyrazin-3(2H)-one